aminoethyl-aminoethyl-aminopropyl-methyl-diethoxysilane NCCC(C)(O[Si](OCC)(C)CCCN)CCN